FC1=C(C=CC=C1)N1CCN(S1(=O)=O)CC(=O)NC1C2CC3(CC(CC1C3)C2)C(=O)N 4-(2-(5-(2-fluorophenyl)-1,1-dioxido-1,2,5-thiadiazolidin-2-yl)acetamido)adamantane-1-carboxamide